7-fluoro-8-[2-(triisopropylsilyl)ethynyl]naphthalene-1,3-diol FC1=CC=C2C=C(C=C(C2=C1C#C[Si](C(C)C)(C(C)C)C(C)C)O)O